2-chloro-N-((1-(3-chloro-5-(trifluoromethyl)pyridin-2-yl)azetidin-3-yl)methyl)benzamide ClC1=C(C(=O)NCC2CN(C2)C2=NC=C(C=C2Cl)C(F)(F)F)C=CC=C1